BrC1=CC=C(C=C1)N1C(C(=C(C2=CC=C(N=C12)C(F)(F)F)Cl)C#N)=O 1-(4-Bromophenyl)-4-chloro-2-oxo-7-(trifluoromethyl)-1,2-dihydro-1,8-naphthyridine-3-carbonitrile